2-(3-(3-(5-chloropyridin-3-yl)-1,2,4-thiadiazol-5-yl)-6-oxo-pyridazin-1(6H)-yl)-N-ethyl-acetamide ClC=1C=C(C=NC1)C1=NSC(=N1)C1=NN(C(C=C1)=O)CC(=O)NCC